tetraglycidyl-4,4'-bis(3-aminophenoxy)benzophenone C(C1CO1)C1=C(C(=C(C(=C1C(=O)C1=CC=C(C=C1)OC1=CC(=CC=C1)N)CC1CO1)CC1CO1)OC1=CC(=CC=C1)N)CC1CO1